NC1=NC=C(C=C1C(=O)N[C@@H]1[C@H](CCC1)OCC1=CC=C(C=C1)C=1C=C2CC(C(C2=CC1)N1CCN(CC1)CCO)(F)F)C=1C=NN(C1)C 2-amino-N-{(1S,2S)-2-[(4-{2,2-difluoro-1-[4-(2-hydroxyethyl)piperazin-1-yl]-2,3-dihydro-1H-inden-5-yl}phenyl)methoxy]cyclopentyl}-5-(1-methyl-1H-pyrazol-4-yl)pyridine-3-carboxamide